ClC1=C(C=2N=C(N=C(C2C=N1)N([C@H]1[C@H](N(CC1)C(=O)OC(C)(C)C)C)C)O[C@@H](C)[C@H]1N(CCC1)C)F tert-butyl (2R,3R)-3-((7-chloro-8-fluoro-2-((S)-1-((S)-1-methylpyrrolidin-2-yl)ethoxy)pyrido[4,3-d]pyrimidin-4-yl)(methyl)amino)-2-methylpyrrolidine-1-carboxylate